3-((4-(5-(chlorodifluoromethyl)-1,2,4-oxadiazol-3-yl)benzyl)amino)-4-(isoxazol-4-ylamino)cyclobut-3-ene-1,2-dione ClC(C1=NC(=NO1)C1=CC=C(CNC=2C(C(C2NC=2C=NOC2)=O)=O)C=C1)(F)F